BrC=1C=C(C2=C(N(C(N2C)=O)C)C1)C1CCOCC1 6-Bromo-1,3-dimethyl-4-(tetrahydro-2H-pyran-4-yl)-1,3-dihydro-2H-benzo[d]imidazol-2-one